N-(biphenyl-4-yl)-9,9-dimethyl-N-(4-(9-phenyl-9H-carbazol-3-yl)phenyl)-9H-fluoren-2-amine CC1(C2=CC=CC=C2C3=C1C=C(C=C3)N(C4=CC=C(C=C4)C5=CC=CC=C5)C6=CC=C(C=C6)C7=CC8=C(C=C7)N(C9=CC=CC=C98)C1=CC=CC=C1)C